N-(2-{8-[(2-cyano-2-methylideneethyl)amino]-7-(2,2,2-trifluoroethoxy)naphthalen-2-yl}pyridin-4-yl)-3-methoxypropanamide C(#N)C(CNC=1C(=CC=C2C=CC(=CC12)C1=NC=CC(=C1)NC(CCOC)=O)OCC(F)(F)F)=C